((2-((Cyclopropylmethyl)amino)chinolin-7-yl)oxy)methyl-5-(4-methyl-7H-pyrrolo[2,3-d]pyrimidin-7-yl)tetrahydrothiophen-3,4-diol C1(CC1)CNC1=NC2=CC(=CC=C2C=C1)OCC1SC(C(C1O)O)N1C=CC2=C1N=CN=C2C